(S)-5-methoxy-N-propyl-N-((1-(pyridin-3-ylsulfonyl)piperidin-4-yl)methyl)-1,2,3,4-tetrahydronaphthalene-2-amine COC1=C2CC[C@@H](CC2=CC=C1)N(CC1CCN(CC1)S(=O)(=O)C=1C=NC=CC1)CCC